ClC1=CC(=C2C=NNC2=C1)N1C[C@H]2CN(C[C@H]2C1)S(=O)(=O)C 6-chloro-4-((3ar,6as)-5-(methylsulfonyl)hexahydropyrrolo[3,4-c]pyrrol-2(1H)-yl)-1H-indazole